N1=CC=C2OC[C@H](CN21)OCCN(C(OC(C)(C)C)=O)C tert-butyl (S)-(2-((6,7-dihydro-5H-pyrazolo[5,1-b][1,3]oxazin-6-yl)oxy)ethyl)(methyl)carbamate